OC[C@H](C1=CC=CC=C1)NC1=NC(=NC=C1C=1OC(=NN1)C1=NC=CC=C1)NC=1C=C2C(N(C(C2=CC1)=O)C)(C)C (S)-5-((4-((2-hydroxy-1-phenylethyl)amino)-5-(5-(pyridin-2-yl)-1,3,4-oxadiazol-2-yl)pyrimidin-2-yl)amino)-2,3,3-trimethylisoindolin-1-one